FC(C=1C(=C(C=CC1)[C@@H](C)NC=1C2=C(N=CN1)N=C(C(=C2)C2CCN(CC2)C(C)C)OC)F)(C2CCN(CC2)C(C)C)F (R)-N-(1-(3-(difluoro(1-isopropylpiperidin-4-yl)methyl)-2-fluorophenyl)ethyl)-6-(1-isopropylpiperidin-4-yl)-7-methoxypyrido[2,3-d]pyrimidin-4-amine